(2-mercapto-4-(trifluoromethoxy)phenyl)thiourea SC1=C(C=CC(=C1)OC(F)(F)F)NC(=S)N